4-[2-(3-Chloro-quinoline-5-sulfonyl-amino)-phenylethynyl]-benzoic acid ClC=1C=NC=2C=CC=C(C2C1)S(=O)(=O)NC1=C(C=CC=C1)C#CC1=CC=C(C(=O)O)C=C1